{4-[2-(bis-carboxymethylamino)-ethyl]7-carboxymethyl-[1,4,7]triazonan-1-yl}-acetic acid C(=O)(O)CN(CCN1CCN(CCN(CC1)CC(=O)O)CC(=O)O)CC(=O)O